ClC1=CC2=C(C=N1)C1(CN2C2=NC(=NC=C2)C(CO)(F)F)CC1 2-(4-(6'-chlorospiro[cyclopropane-1,3'-pyrrolo[3,2-c]pyridin]-1'(2'h)-yl)pyrimidin-2-yl)-2,2-difluoroethan-1-ol